5-(8,8-difluoro-7-oxo-5-trifluoromethylbicyclo[4.2.0]oct-1,3,5-triene-2-enyloxy)-1,3-dicyanobenzene FC1(C(C2=C(C(=C=C=C12)OC=1C=C(C=C(C1)C#N)C#N)C(F)(F)F)=O)F